N[C@@H](CC(C)C)C(=O)[NH-] leucyl-amide